C(C)(C)(C)C1=C(C(=CC(=C1)C(C(F)(F)F)C1=CC=C(C=C1)C(C)(C)C)C(C)(C)C)O 2,6-di-tert-butyl-4-(1-(4-(tert-butyl)phenyl)-2,2,2-trifluoroethyl)phenol